ClC=1C=C(C=C(C1F)Cl)[C@@]1(CC(=NO1)C1=CC2=C(C3(OC2)CN(C3)C(CS(=O)(=O)C)=O)C=C1)C(F)(F)F 1-(5'-((5S)-5-(3,5-dichloro-4-fluorophenyl)-5-(trifluoromethyl)-4,5-dihydroisoxazol-3-yl)-3'H-spiro(azetidine-3,1'-(2)benzofuran)-1-yl)-2-(methylsulfonyl)ethanone